(E)-3-(6-(dimethylamino)naphthalen-2-yl)acrolein CN(C=1C=C2C=CC(=CC2=CC1)/C=C/C=O)C